C1(CCC1)C=1C(=NN(C1C1=CC=C(C=C1)OC)C)NC(C[C@@H]1C(C(C1)(F)F)(F)F)=O (S)-N-(4-cyclobutyl-5-(4-methoxyphenyl)-1-methyl-1H-pyrazol-3-yl)-2-(2,2,3,3-tetrafluorocyclobutyl)acetamide